butyl-3H-imidazol C(CCC)C1=NC=CN1